3,7-dimethyl-N-[(thiophen-2-yl)methyl]thieno[3,2-c]pyridazin-4-amine CC1=C(C2=C(N=N1)C(=CS2)C)NCC=2SC=CC2